3-(4-isoquinolinyl)-1H-thieno[3,2-d]pyrimidine-2,4-dione C1=NC=C(C2=CC=CC=C12)N1C(NC2=C(C1=O)SC=C2)=O